1-azido-3,6,9,12,15,18,21,24,27-nonaoxatriacontan-30-oic acid N(=[N+]=[N-])CCOCCOCCOCCOCCOCCOCCOCCOCCOCCC(=O)O